N-(2-methoxyethyl)-5-(1-methyl-1H-benzo[d][1,2,3]triazol-6-yl)pyrrolo[2,1-f][1,2,4]triazin-2-amine COCCNC1=NN2C(C=N1)=C(C=C2)C=2C=CC1=C(N(N=N1)C)C2